(10R)-5-[(4-chlorophenyl)methyl]-8-(3-hydroxypropyl)-4-[3-(trifluoromethoxy)phenoxy]-1,3,5,8-tetraazatricyclo[8.3.0.0[2,6]]tridec-2(6),3-diene-7,9-dione ClC1=CC=C(C=C1)CN1C(=NC=2N3CCC[C@@H]3C(N(C(C12)=O)CCCO)=O)OC1=CC(=CC=C1)OC(F)(F)F